7-methoxy-1',3'-dimethyl-6-(1-methyl-1H-pyrazol-4-yl)-7'-(tetrahydro-2H-pyran-4-yl)-3,4-dihydro-2H-[1,5'-biquinolin]-2'(1'H)-one COC1=C(C=C2CCCN(C2=C1)C=1C=2C=C(C(N(C2C=C(C1)C1CCOCC1)C)=O)C)C=1C=NN(C1)C